tert-butyl 4-{[(tert-butoxy) carbonyl] [6-(5-chloro-2-fluorophenyl)-3-{[2-(trimethylsilyl) ethyl] sulfanyl} pyridazin-4-yl] amino}-1H-pyrrolo[2,3-b]pyridine-1-carboxylate C(C)(C)(C)OC(=O)N(C1=C2C(=NC=C1)N(C=C2)C(=O)OC(C)(C)C)C2=C(N=NC(=C2)C2=C(C=CC(=C2)Cl)F)SCC[Si](C)(C)C